N1(CCC1)C1=CC2=C(NC(=N2)C2=CC(=C(C(=O)O)C=C2)O)C=C1 4-(5-(azetidin-1-yl)-1H-benzo[d]imidazol-2-yl)-2-hydroxybenzoic acid